F[C@H]1[C@H](C1)C(=O)NC1=NC=C2C=C(C=3N(C2=C1)C=CN3)C=3C=NC(=CC3C)[C@@H](CCC)O (1R,2R)-2-fluoro-N-(4-(6-((R)-1-hydroxybutyl)-4-methylpyridin-3-yl)imidazo[1,2-a][1,6]naphthyridin-8-yl)cyclopropane-1-carboxamide